C(C)(C)(C)OOC(C)(C)C1=CC=C(C=C1)C(C)(C)OOC(C)(C)C 1,4-Bis(tert.-butylperoxy-isopropyl)benzol